lithium 4,5-dimethoxy-3,6-dimercapto-catechol COC=1C(=C(C(O)=C(C1OC)S)O)S.[Li]